Cl.FC(CN)(C)F 2,2-difluoropropylamine hydrochloride